3-bromo-1-(3-chloro-2-pyridyl)-1H-imidazole-5-carboxylic acid BrN1CN(C(=C1)C(=O)O)C1=NC=CC=C1Cl